(2-methyl-4-methyl-phenyl)-2-[4-methyl-phenyl]-1-propanone CC1=C(C=CC(=C1)C)C(C(C)C1=CC=C(C=C1)C)=O